C1(=CC=CC=C1)C(C1=CC=CC=C1)N(C=1N(C(C(=C(N1)C(=O)OCC)OC)=O)C)C ethyl 2-[(diphenylmethyl) (methyl) amino]-5-methoxy-1-methyl-6-oxopyrimidine-4-carboxylate